BrC1=CC=CC(=N1)CCC 1-(6-bromopyridin-2-yl)propan